ClC=1C=CC(=NC1)O[C@@H]1C[C@@H]2CN([C@H]1C2)C(=O)C2=C(C=CC(=C2)F)N2N=CC=N2 ((1S,4R,6R)-6-((5-chloropyridin-2-yl)oxy)-2-azabicyclo[2.2.1]hept-2-yl)(5-fluoro-2-(2H-1,2,3-triazol-2-yl)phenyl)methanone